N-(2-chloro-6-methyl-5-nitropyrimidin-4-yl)-N-methyl-L-alanine methyl ester COC([C@@H](N(C)C1=NC(=NC(=C1[N+](=O)[O-])C)Cl)C)=O